ClC1=CC=C(C(=N1)C=1C(=NN(C1)C)C)NC(C)C=1C=C(C=C2C(N(C=3N(C12)C=NC3C(=O)N(C)C)C)=O)C 9-(1-((6-chloro-2-(1,3-dimethyl-1H-pyrazol-4-yl)pyridin-3-yl)amino)ethyl)-N,N,4,7-tetramethyl-5-oxo-4,5-dihydroimidazo[1,5-a]quinazoline-3-carboxamide